FC1(OC2=C(O1)C=CC(=C2)C=2C=C1CC(C(C1=CC2)NC(O[C@@H]2CN1CCC2CC1)=O)(CC)CC)F (S)-quinuclidin-3-yl (5-(2,2-difluorobenzo[d][1,3]dioxol-5-yl)-2,2-diethyl-2,3-dihydro-1H-inden-1-yl)carbamat